hexahydro-2H-6,9-epiminocyclohepta[c]pyridazine-10-carboxamide N1NCCC2C1=C1C=CC(C2)N1C(=O)N